ClCC1=CC(=C(C#N)C=C1)C1CC1 4-(chloromethyl)-2-cyclopropylbenzonitrile